C1(CC1)N[C@@H]1CN(CC1)C1=CC=C(N=N1)C1=C(C=C(C(=C1)F)C1=CN=NC(=C1)OC)O 2-{6-[(3S)-3-(cyclopropylamino)pyrrolidin-1-yl]pyridazin-3-yl}-4-fluoro-5-(6-methoxypyridazin-4-yl)phenol